BrC1=NC(=CC(=C1)[C@@H]1CN(C[C@@H]2COCCN21)C(=O)OC(C)(C)C)Cl trans-tertbutyl 6-(2-bromo-6-chloropyridin-4-yl)hexahydropyrazino[2,1-c][1,4]oxazine-8(1H)-carboxylate